O\N=C(/C(=O)NC1=CC(=CC=C1)C(F)(F)F)\C(C)=O (Z)-2-(hydroxyimino)-3-oxo-N-(3-(trifluoromethyl)phenyl)butanamide